CC1=C(C=C(C(=C1)OC(CCCCCCCCCCCCCC)=S)C(C)(C)C)SC1=C(C=C(C(=C1)C(C)(C)C)OC(CCCCCCCCCCCCCC)=S)C bis[2-methyl-4-(3-laurylthiopropionyloxy)-5-tert-butylphenyl]sulfide